FC1=C(C=CC=C1)/C=C/C1=CC=C(C=C1)N1CCN(CC1)C (E)-1-(4-(2-fluorophenylvinyl)phenyl)-4-methylpiperazine